methyl (8S)-7-[2-(4-phenylphenyl)acetyl]-1,4-dioxa-7-azaspiro[4.4]nonane-8-carboxylate C1(=CC=CC=C1)C1=CC=C(C=C1)CC(=O)N1CC2(OCCO2)C[C@H]1C(=O)OC